3-[(5,6-Dimethoxy-benzothiazol-2-ylcarbamoyl)-methyl]-benzoic acid methyl ester COC(C1=CC(=CC=C1)CC(NC=1SC2=C(N1)C=C(C(=C2)OC)OC)=O)=O